ferric oxide, magnesium salt [Mg+2].[O-2].[Fe+3]